C1(CC1)N(CC(C)C)CC=1C=C(C=C2C(C3=C(N(C12)C)CN1C(C2=C(C=C13)[C@@](C(OC2)=O)(O)CC)=O)=O)F (S)-10-((cyclopropyl(isobutyl)amino)methyl)-4-ethyl-8-fluoro-4-hydroxy-11-methyl-1,12-dihydro-14H-pyrano[3',4':6,7]indolizino[2,1-b]quinoline-3,6,14(4H,11H)-trione